(4-(3-(4-(7-methoxyquinolin-4-yl)piperazine-1-carbonyl)piperidine-1-carbonyl)phenyl)acetamide COC1=CC=C2C(=CC=NC2=C1)N1CCN(CC1)C(=O)C1CN(CCC1)C(=O)C1=CC=C(C=C1)CC(=O)N